S(=O)(=O)([O-])[O-].C[NH2+]C.C[NH2+]C dimethyl-ammonium sulfate